C(=O)(OCC1C2=CC=CC=C2C2=CC=CC=C12)NCCCS(=O)(=O)[O-].[Na+] sodium 3-(fmoc-amino)propane-1-sulfonate